(fluoro(2-(((3S,6S,9aS)-3-(3-(5-fluoroquinolin-6-yl)azetidine-1-carbonyl)-5-oxooctahydro-1H-pyrrolo[1,2-a]azepin-6-yl)carbamoyl)benzo[b]thiophen-5-yl)methyl)phosphonic acid FC(C1=CC2=C(SC(=C2)C(N[C@H]2CCC[C@@H]3N(C2=O)[C@@H](CC3)C(=O)N3CC(C3)C=3C(=C2C=CC=NC2=CC3)F)=O)C=C1)P(O)(O)=O